r-spirobi-[1H-indene]-5,5'-diol C12(C=CC3=CC(=CC=C13)O)C=CC1=CC(=CC=C12)O